rac-tert-butyl 1,6-diaza-spiro[3.4]octane-1-carboxylate N1(CC[C@]12CNCC2)C(=O)OC(C)(C)C |r|